N-(4-(4-bromophenyl)thiazol-2-yl)-4-cyano-2-((4-methylphenyl)sulfonamido)benzamide BrC1=CC=C(C=C1)C=1N=C(SC1)NC(C1=C(C=C(C=C1)C#N)NS(=O)(=O)C1=CC=C(C=C1)C)=O